N-((S)-1-(((6-amino-2-methylpyridin-3-yl)methyl)amino)-1-oxopropan-2-yl)-4-(3-bromo-4-chlorobenzyl)pyrrolidine-2-carboxamide di-trifluoroacetate FC(C(=O)O)(F)F.FC(C(=O)O)(F)F.NC1=CC=C(C(=N1)C)CNC([C@H](C)NC(=O)C1NCC(C1)CC1=CC(=C(C=C1)Cl)Br)=O